(R)-N-(6-cyclopropylpyridin-3-yl)-1-((3-methoxypyridin-2-yl)methyl)piperidine-2-carboxamide C1(CC1)C1=CC=C(C=N1)NC(=O)[C@@H]1N(CCCC1)CC1=NC=CC=C1OC